(E)-N-(4-(N-(3,4-dichlorobenzyl)sulfamoyl)phenyl)-3-(pyridin-4-yl)acrylamide ClC=1C=C(CNS(=O)(=O)C2=CC=C(C=C2)NC(\C=C\C2=CC=NC=C2)=O)C=CC1Cl